C(#N)C1C2=C(N(CCC1)C(=O)OC(C)(C)C)C=CC=C2 tert-Butyl 5-cyano-2,3,4,5-tetrahydro-1H-benzo[b]azepine-1-carboxylate